C(CCCCCC)C=1C(=C(C=CC1)OC(NC1CC(CC(C1)(C)C)(C)CNC(=S)OC1=C(C(=CC=C1)CCCCCCC)CCCCCCC)=S)CCCCCCC 3-((diheptylphenoxy)thiocarbonylamino-methyl)-3,5,5-trimethylcyclohexylthiocarbamic acid (diheptylphenyl) ester